COC(=O)C1(CCC2(C(=CC3=CC=CC=C23)CC(CO)F)CC1)NC1=CC(=CC=C1)Cl (1r,4r)-4-(3-Chloroanilino)-2'-(2-fluoro-3-hydroxypropyl)spiro[cyclohexane-1,1'-indene]-4-carboxylic acid methyl ester